ClC=1C=CC(=NC1)CN1C(C2=CC(=CC(=C2C1)F)C(=O)C=1C=NN(C1)CC)=O 2-[(5-chloropyridin-2-yl)methyl]-6-(1-ethyl-1H-pyrazole-4-carbonyl)-4-fluoro-2,3-dihydro-1H-isoindol-1-one